C(#N)C=1C=NN2C1C(=CC(=C2)C=2C=NN(C2C)C)C=2C=CC(=NC2)N2CCC(CC2)(C(=O)NC(C)C)CC 1-(5-(3-cyano-6-(1,5-dimethyl-1H-pyrazol-4-yl)pyrazolo[1,5-a]pyridin-4-yl)pyridin-2-yl)-4-ethyl-N-isopropylpiperidine-4-carboxamide